tert-butyl ((7-chloro-5-(4,4,5,5-tetramethyl-1,3,2-dioxaborolan-2-yl)benzofuran-2-yl)methyl)carbamate ClC1=CC(=CC=2C=C(OC21)CNC(OC(C)(C)C)=O)B2OC(C(O2)(C)C)(C)C